2-(2-Chlorophenyl)-N-{4-[5-(difluoroacetyl)-1H-pyrrol-3-yl]-3-sulfamoylphenyl}acetamide magnesium sulphate S(=O)(=O)([O-])[O-].[Mg+2].ClC1=C(C=CC=C1)CC(=O)NC1=CC(=C(C=C1)C1=CNC(=C1)C(C(F)F)=O)S(N)(=O)=O